4-(benzo[b]thiophen-3-yl)-2,6-dimethyl-5-(2-phenylacetyl)-1,4-dihydropyridine-3-carboxylic acid methyl ester COC(=O)C1=C(NC(=C(C1C=1C2=C(SC1)C=CC=C2)C(CC2=CC=CC=C2)=O)C)C